Cl.ClC1=C(C(=CC=C1)Cl)N1CCNCC1 1-(2,6-dichlorophenyl)piperazine hydrochloride